3-((5-bromobenzo[d]isoxazol-3-yl)amino)propanenitrile BrC=1C=CC2=C(C(=NO2)NCCC#N)C1